4-(p-methylcyclohexylamino)butanesulfonic acid CC1CCC(CC1)NCCCCS(=O)(=O)O